FC1=C(C=C(C=C1)N1C(N(C(C1)=O)C12CCC(CC1)(C2)OC=2C1=C(N=CN2)NC=C1)=O)OC(F)(F)F 1-[4-fluoro-3-(trifluoromethoxy)phenyl]-3-[4-(7H-pyrrolo[2,3-d]pyrimidin-4-yloxy)bicyclo[2.2.1]hept-1-yl]-2,4-imidazolidinedione